FC1=C(C(=CC=C1)F)C1=CC=CC2=C1C(=NO2)N2C(N1[C@](C2)(C[C@@H](C1)NS(=O)(=O)CC)C)=O N-{(6S,7aS)-2-[4-(2,6-difluorophenyl)-1,2-benzoxazol-3-yl]-7a-methyl-3-oxohexahydro-1H-pyrrolo[1,2-c]imidazol-6-yl}ethanesulfonamide